O=S1(C[C@@H](CC1)NC(=O)C1=NC(=NC(=C1)C)N1C=NC=C1)=O (R)-N-(1,1-dioxidotetrahydrothiophen-3-yl)-2-(1H-imidazol-1-yl)-6-methylpyrimidine-4-carboxamide